2-(2,6-dimethyl-4-((4-((4'-(trifluoromethoxy)-[1,1'-biphenyl]-4-yl)methyl)piperazin-1-yl)Methyl)phenoxy)-2-methylpropanoic acid CC1=C(OC(C(=O)O)(C)C)C(=CC(=C1)CN1CCN(CC1)CC1=CC=C(C=C1)C1=CC=C(C=C1)OC(F)(F)F)C